(R)-2-methyl-N-[(1S)-1-(tetrahydro-2H-pyran-4-yl)ethyl]-2-propanesulfenamide CC(C)(C)SN[C@@H](C)C1CCOCC1